ethyl 3-[[7-benzyloxy-1-(2-ethoxy-2-oxo-ethyl)tetralin-1-yl]amino]propanoate C(C1=CC=CC=C1)OC1=CC=C2CCCC(C2=C1)(CC(=O)OCC)NCCC(=O)OCC